FC=1C(=CC(=C(C(=O)NC(CCC)CCC)C1)O[C@@H](C)CCC)N1N=C(N(C1=O)C)C(C)C 5-fluoro-N-(heptan-4-yl)-4-[4-methyl-5-oxo-3-(propan-2-yl)-4,5-dihydro-1H-1,2,4-triazol-1-yl]-2-[(2S)-pentan-2-yloxy]benzamide